[Si](C1=CC=CC=C1)(C1=CC=CC=C1)(C(C)(C)C)OCCC1=C(OC2=C1C(=CC(=C2)C(=O)OCC)OC)C=2NC1=CC(=CC=C1C2)OC Ethyl 3-(2-((tert-butyldiphenylsilyl)oxy)ethyl)-4-methoxy-2-(6-methoxy-1H-indol-2-yl)benzofuran-6-carboxylate